tert-Butyl 4-{[5-carbamoyl-4-nitro-1-(4-phenoxyphenyl)-1H-pyrazol-3-yl](2-oxoethyl)amino}piperidine-1-carboxylate C(N)(=O)C1=C(C(=NN1C1=CC=C(C=C1)OC1=CC=CC=C1)N(C1CCN(CC1)C(=O)OC(C)(C)C)CC=O)[N+](=O)[O-]